C(C)OC(=O)C=1C(N(C(=CC1)Cl)C1=CC=C(C=C1)F)=O 6-chloro-1-(4-fluorophenyl)-2-oxo-1,2-dihydropyridine-3-carboxylic acid ethyl ester